bis(amylamine) copper (II) formate C(=O)[O-].[Cu+2].C(CCCC)N.C(CCCC)N.C(=O)[O-]